8-(4-aza-1-azoniabicyclo[2.2.2]oct-1-yl)-5-(4-fluorophenyl)-6-isopropyl-1H-pyrazolo[4,3-g]isoquinoline [N+]12(CCN(CC1)CC2)C2=NC(=C(C1=CC3=C(C=C21)NN=C3)C3=CC=C(C=C3)F)C(C)C